C(C)(C)(C)N[W](Cl)Cl (tertiary butylamino)tungsten dichloride